(1H-indol-3-yl)-5-(3-methoxyphenyl)isoindoline-2-carboxamide tert-butyl-((1S,3R)-3-(6-bromo-2-thioxo-2,3-dihydro-1H-imidazo[4,5-c]pyridin-1-yl)cyclohexyl)carbamate C(C)(C)(C)N(C(O)=O)[C@@H]1C[C@@H](CCC1)N1C(NC=2C=NC(=CC21)Br)=S.N2C=C(C1=CC=CC=C21)C2N(CC1=CC(=CC=C21)C2=CC(=CC=C2)OC)C(=O)N